2-tert-butyl 3-ethyl (1S,3S,5S)-5-methyl-2-azabicyclo[3.1.0]hexane-2,3-dicarboxylate C[C@@]12C[C@H](N([C@H]2C1)C(=O)OC(C)(C)C)C(=O)OCC